tert-butyl (3R)-3-[tert-butoxycarbonyl-(8-isopropyl-2-methyl sulfanyl-pyrazolo[1,5-a][1,3,5]triazin-4-yl)amino]-1,2,3,4-tetrahydrocarbazole-9-carboxylate C(C)(C)(C)OC(=O)N([C@@H]1CCC=2N(C3=CC=CC=C3C2C1)C(=O)OC(C)(C)C)C1=NC(=NC=2N1N=CC2C(C)C)SC